5,6-difluoro-N-[3-fluoro-2-(2-propylpyrazol-3-yl)phenyl]-3-methyl-quinoxalin-2-amine FC1=C2N=C(C(=NC2=CC=C1F)NC1=C(C(=CC=C1)F)C=1N(N=CC1)CCC)C